C(C1=CC=CC=C1)SC1=CC=C(C=C1)S(=O)(=O)N1C[C@@H](CCC1)C(=O)O (R)-1-((4-(benzylthio)phenyl)sulfonyl)piperidine-3-carboxylic acid